O1C(OCC1)C=1N=CC(=NC1OC)C=1C(=C(C=CC1)C1=C(C(=CC=C1)N)C)Cl 3'-(5-(1,3-dioxolan-2-yl)-6-methoxypyrazin-2-yl)-2'-chloro-2-methyl-[1,1'-biphenyl]-3-amine